C(C)N1CCN(CC1)CC1=CC(=C(C=C1)N1N=CC(=C1)C1=NC(=NC=C1C(F)(F)F)NC1CCN(CC1)S(=O)(=O)C=1N=CN(C1)C)C 4-(1-(4-((4-Ethylpiperazin-1-yl)methyl)-2-methylphenyl)-1H-pyrazol-4-yl)-N-(1-((1-methyl-1H-imidazol-4-yl)sulfonyl)piperidin-4-yl)-5-(trifluoromethyl)pyrimidin-2-amine